(S)-4-methyl-2-(o-nitrophenylsulfonylamino)pentanoic acid CC(C[C@@H](C(=O)O)NS(=O)(=O)C1=C(C=CC=C1)[N+](=O)[O-])C